C(C)(C)(C)OC(=O)N1CC(C1)[C@@H]1CN(CCC1)C1CC(C1)(C(=O)O)C (1S,3r)-3-((S)-3-(1-(tert-butyloxycarbonyl)azetidin-3-yl)piperidin-1-yl)-1-methylcyclobutane-1-carboxylic acid